N-(1-(ethylsulfonyl)-2-oxo-1,2-dihydropyridin-3-yl)-4-((2-hydroxyethyl)sulfonamido)-2-(6-azaspiro[2.5]octan-6-yl)benzamide C(C)S(=O)(=O)N1C(C(=CC=C1)NC(C1=C(C=C(C=C1)NS(=O)(=O)CCO)N1CCC2(CC2)CC1)=O)=O